C(=O)(OC(C)(C)C)N1CC(C(=O)O)=C(C=C1)NN N-Boc-4-hydrazinonicotinic acid